ClC=1C=C(CNCCCCNCCNC2=NC3=C(C4=CN=CC=C24)C=CC(=C3)C(=O)N)C=CC1OC1CCC1 5-((2-((4-((3-Chloro-4-cyclobutoxybenzyl)amino)butyl)amino)ethyl)amino)benzo[c][2,6]naphthyridine-8-carboxamide